C(C)(C)(C)OC(=O)N1CCC(CC1)COC1=NC=CC(=C1)C(CC(=O)O)C1CC1 3-(2-((1-(tert-butoxycarbonyl)piperidin-4-yl)methoxy)pyridin-4-yl)-3-cyclopropylpropanoic acid